1-(2,6-dichlorothieno[3,2-d]Pyrimidin-4-yl)-N3-(4-(2-pyrrolidin-1-ylethoxy)phenyl)-1H-1,2,4-triazole-3,5-diamine ClC=1N=C(C2=C(N1)C=C(S2)Cl)N2N=C(N=C2N)NC2=CC=C(C=C2)OCCN2CCCC2